[1,3]Dioxin-5-Formaldehyde O1COCC(=C1)C=O